O=C1C(CCCCC1)C(=O)OCC Ethyl 2-oxocycloheptanecarboxylate